[Ti].[V].CN(C(C=C)=O)C1=C(C=CC=C1)C#CC1=CC=C(C=C1)C(F)(F)F N-methyl-N-(2-((4-(trifluoromethyl)phenyl)ethynyl)phenyl)acrylamide Vanadium-titanium